BrC1=CC(=CC=2C=3N(C(=NC12)C1=CC=CC=C1)C=NN3)C 7-bromo-9-methyl-5-phenyl-[1,2,4]triazolo[4,3-c]quinazoline